COC(CNC(C(C)(C)C)=O)OC N-(2,2-dimethoxyethyl)-2,2-dimethyl-propionamide